6-bromo-3-methylimidazo[1,2-a]pyrazine-2-carboxylic acid methyl ester COC(=O)C=1N=C2N(C=C(N=C2)Br)C1C